2-(4-{[(2-{3-[(4-methanesulfonyl-2-methoxyphenyl)amino]prop-1-yn-1-yl}-1-(2,2,2-trifluoroethyl)-1H-indol-4-yl)carbamoyl]amino}piperidin-1-yl)acetamide CS(=O)(=O)C1=CC(=C(C=C1)NCC#CC=1N(C2=CC=CC(=C2C1)NC(=O)NC1CCN(CC1)CC(=O)N)CC(F)(F)F)OC